FC1=C(C=CC(=C1)F)[C@@H]1N(OCC1)C1=CC(=NC=N1)NC=1C(=CC(=C(C1)NC(C=C)=O)N1[C@H]2CN([C@@H](C1)C2)CC)OC N-(5-((6-((R)-3-(2,4-difluorophenyl)isoxazolidine-2-yl)pyrimidine-4-yl)amino)-2-((1R,4R)-5-ethyl-2,5-diazabicyclo[2.2.1]hept-ane-2-yl)-4-methoxyphenyl)acrylamide